4-[3-chloro-4-[methyl(propanoyl)amino]phenyl]-N-[(2,6-dimethyl-3-pyridyl)methyl]benzamide ClC=1C=C(C=CC1N(C(CC)=O)C)C1=CC=C(C(=O)NCC=2C(=NC(=CC2)C)C)C=C1